C(#N)C=1C(=NC(=C(C1C)C)C)C(=O)OC methyl 3-cyano-4,5,6-trimethylpyridine-2-carboxylate